BrC1=NC(=C(C=2N=C(N=C(C21)OC)SCC)F)Cl 5-bromo-7-chloro-2-(ethylthio)-8-fluoro-4-methoxypyrido[4,3-d]pyrimidine